OC1=C(C=C2C=C(NC2=C1)CNC(=O)C1(CC1)C)C(F)(F)F N-((6-hydroxy-5-(trifluoromethyl)-1H-indol-2-yl)methyl)-1-methylcyclopropanecarboxamide